C[Si](C)(C)C([Si](C)(C)C)[Sb](C([Si](C)(C)C)[Si](C)(C)C)(C([Si](C)(C)C)[Si](C)(C)C)Cl tris[bis(trimethylsilyl)methyl]antimony chloride